C1(CCCC1)N1C(C(=CC2=C1N=C(N=C2)NC=2C=NN(C2)C2CCC(CC2)O)C#N)=O 8-cyclopentyl-2-((1-(4-hydroxycyclohexyl)-1H-pyrazol-4-yl)amino)-7-oxo-7,8-dihydropyrido[2,3-d]pyrimidine-6-carbonitrile